C1(=CC=C(C=C1)S(=O)(=O)OCC1CN(C1)C(=O)OC(C)(C)C)C tert-butyl 3-(p-tolylsulfonyloxymethyl)azetidine-1-carboxylate